ClC=1C=C(CN2C3(CCN(C3)C3=NC=C(C#N)C=C3)C(N(CC2=O)C(C)C)=O)C=CC1Cl 6-(6-(3,4-dichlorobenzyl)-9-isopropyl-7,10-dioxo-2,6,9-triazaspiro[4.5]decan-2-yl)nicotinonitrile